NC1=NC=2C=C(C=CC2C2=C1N=C(N2)CN(C([O-])=O)CC)C2=NNC=C2 N-{[4-amino-7-(1H-pyrazol-3-yl)-1H-imidazo[4,5-c]Quinolin-2-yl]Methyl}-N-ethylcarbamate